ClC=1C=C(C=CC1)C1=NC(=NO1)C1=NC(=C(C(=C1)C=1C=NC=C(C1)F)F)C 5-(3-Chlorophenyl)-3-(5,5'-difluoro-6'-methyl-[3,4'-bipyridyl]-2'-yl)-1,2,4-oxadiazole